NCC1CCN(CC1)C(=O)C1=C(C=C(C=C1)NC=1C=2N(C=CN1)C(=CN2)C2=CC(=C(C=C2)OCC#CCO)F)Cl [4-(aminomethyl)piperidin-1-yl]-[2-chloro-4-[[3-[3-fluoro-4-(4-hydroxybut-2-ynoxy)phenyl]imidazo[1,2-a]pyrazin-8-yl]amino]phenyl]methanone